ClC1=NC=C(C(=N1)N(NC)CC1=CC(=C(C=C1)C=1N(C=C(N1)C(F)(F)F)C)F)N 2-chloro-4-(1-(3-fluoro-4-(1-methyl-4-(trifluoromethyl)-1H-imidazol-2-yl)benzyl)-2-methylhydrazino)pyrimidin-5-amine